BrC=1C=2C=3N(C(=NC2C=CC1)N[C@@H]1C(NCCNC1)=O)N=C(N3)C3=CC=C(C=C3)F (6S)-6-{[10-bromo-2-(4-fluorophenyl)[1,2,4]triazolo[1,5-c]quinazolin-5-yl]amino}-1,4-diazepan-5-one